(5-((3-imino-3-(methylamino)propyl)carbamoyl)-1-methyl-1H-pyrrol-3-yl)nicotinamide tert-Butyl-(3S,4S)-4-(4-bromo-1H-indol-1-yl)-3-fluoropiperidine-1-carboxylate C(C)(C)(C)OC(=O)N1C[C@@H]([C@H](CC1)N1C=CC2=C(C=CC=C12)Br)F.N=C(CCNC(=O)C1=CC(=CN1C)C1=C(C(=O)N)C=CC=N1)NC